tert-butyl 2-[(3S,4S)-4-[1-(2,6-dioxo-3-piperidyl)-3-ethyl-2-oxo-benzimidazol-5-yl]-3-fluoro-1-piperidyl]acetate O=C1NC(CCC1N1C(N(C2=C1C=CC(=C2)[C@H]2[C@@H](CN(CC2)CC(=O)OC(C)(C)C)F)CC)=O)=O